C(C)(C)(C)N1CC=C(C=C1)NC(CC1=C(C=C(C=C1)F)OC)=O N-tert.-Butyl-4-[[2-(4-fluoro-2-methoxyphenyl)acetyl]amino]pyridin